1-((3R,4R)-3-fluoro-4-((6-((5-methylthiazol-2-yl)amino)-1-propyl-1H-pyrrolo[3,2-c]pyridin-4-yl)oxy)pyrrolidin-1-yl)prop-2-en-1-one F[C@@H]1CN(C[C@H]1OC1=NC(=CC2=C1C=CN2CCC)NC=2SC(=CN2)C)C(C=C)=O